C1(CCCCC1)C(=C)C(CCC=C)=O 2-Cyclohexylhept-1,6-dien-3-one